4-amino-2-methoxymethyl-phenol NC1=CC(=C(C=C1)O)COC